2-(4-(3-(4-ethoxy-3-methoxyphenyl)-1,2,4-oxadiazol-5-yl)piperidine-1-carbonyl)-5-phenylpyrrolidine-1-carboxylic acid tert-butyl ester C(C)(C)(C)OC(=O)N1C(CCC1C1=CC=CC=C1)C(=O)N1CCC(CC1)C1=NC(=NO1)C1=CC(=C(C=C1)OCC)OC